CN1C=NCCCN(CCC1)C1CCCCCCCCC1 7-methyl-1,5,7-triazabicyclodec-5-ene